CC=1C([C@H]([C@H](CC1)C)C)=O (5S,6S)-2,5,6-trimethylcyclohex-2-en-1-one